(Z)-9-undecenylacetate C(CCCCCCC\C=C/C)CC(=O)[O-]